1-((1r,3S)-3-cyanocyclobutyl)-3-methoxy-N-(6-((S)-5-methyl-6,7-dihydro-5H-pyrrolo[1,2-a]imidazol-3-yl)pyridin-2-yl)-1H-pyrazole-4-carboxamide C(#N)C1CC(C1)N1N=C(C(=C1)C(=O)NC1=NC(=CC=C1)C1=CN=C2N1[C@H](CC2)C)OC